OC=1C=C(C(=O)C=2C=C(C=CC2)OS(N)(=O)=O)C=CC1 Sulfamic acid 3-(3-hydroxy-benzoyl)-phenyl ester